C(C)OC1=NC=CC=C1C1=NC(=C(C=C1)F)C(=O)O 2'-ethoxy-5-fluoro-[2,3'-bipyridine]-6-carboxylic acid